β-maleimidylpropionamide C1(C=CC(N1CCC(=O)N)=O)=O